1-(2,6-dimethylphenyl)-3-((5-(2,6-dioxopiperidin-3-yl)-6-oxo-5,6-dihydro-4H-thieno[2,3-c]pyrrol-2-yl)methyl)urea CC1=C(C(=CC=C1)C)NC(=O)NCC1=CC2=C(C(N(C2)C2C(NC(CC2)=O)=O)=O)S1